4'-azidoguanosine triphosphate P(O)(=O)(OP(=O)(O)OP(=O)(O)O)OC[C@@]1([C@H]([C@H]([C@@H](O1)N1C=NC=2C(=O)NC(N)=NC12)O)O)N=[N+]=[N-]